N-(4-((2-(1,1-difluoroethyl)-6-methoxypyrimidin-4-yl)amino)-5-(1-methylpyrazol-3-yl)pyridin-2-yl)acetamide FC(C)(F)C1=NC(=CC(=N1)NC1=CC(=NC=C1C1=NN(C=C1)C)NC(C)=O)OC